OC1=CC=C(OC2CN(C2)C=2C(=C(C(=O)O)C=CC2)N2C=CC=C2)C=C1 3-(3-(4-hydroxylphenoxy)azetidin-1-yl)-2-(1H-pyrrol-1-yl)benzoic acid